C(C)C1=CC(CC1CC)=O 3,4-diethyl-2-cyclopentenone